2-(4-bromo-2-methoxyphenyl)acetic acid BrC1=CC(=C(C=C1)CC(=O)O)OC